6-fluoro-7-(2-fluorophenyl)-1-(2-isopropyl-4-methylpyridin-3-yl)-4-((3-((((2-methoxyethyl)imino)methylene)amino)propyl)(methyl)amino)pyrido[2,3-d]pyrimidin-2(1H)-one FC1=CC2=C(N(C(N=C2N(C)CCCN=C=NCCOC)=O)C=2C(=NC=CC2C)C(C)C)N=C1C1=C(C=CC=C1)F